C(C)(C)(C)OCCOC1=NC(=NC=C1)Cl 4-[2-(tert-butoxy)ethoxy]-2-chloropyrimidine